(R)-6-Chloro-5-fluoro-1'-(1-(4-(2-oxo-2,3-dihydro-1H-imidazol-1-yl)benzyl)-1H-pyrazole-4-carbonyl)spiro[benzo[d][1,3]oxazine-4,3'-piperidin]-2(1H)-one ClC1=C(C2=C(NC(O[C@@]23CN(CCC3)C(=O)C=3C=NN(C3)CC3=CC=C(C=C3)N3C(NC=C3)=O)=O)C=C1)F